behenyl-acrylamide C(CCCCCCCCCCCCCCCCCCCCC)C(C(=O)N)=C